(7S)-2-(((1-(4-fluoro-3-methoxybenzyl)-1H-pyrazol-4-yl)methyl)amino)-4,7,8-trimethyl-7,8-dihydropteridin-6(5H)-one FC1=C(C=C(CN2N=CC(=C2)CNC2=NC=3N([C@H](C(NC3C(=N2)C)=O)C)C)C=C1)OC